methylimidazoline methylsulfate COS(=O)(=O)O.CN1C=NCC1